ethyl 4-(N-((3R,4R)-1-((benzyloxy)carbonyl)-4-(hydroxymethyl)pyrrolidin-3-yl)sulfamoyl)-3-fluoro-1-methyl-1H-pyrrole-2-carboxylate C(C1=CC=CC=C1)OC(=O)N1C[C@@H]([C@@H](C1)CO)NS(=O)(=O)C=1C(=C(N(C1)C)C(=O)OCC)F